tert-butyl (1R,3S)-3-((6-chloro-4-((methylamino)methyl)pyridazin-3-yl)amino)-8-azabicyclo[3.2.1]octane-8-carboxylate ClC1=CC(=C(N=N1)NC1C[C@H]2CCC(C1)N2C(=O)OC(C)(C)C)CNC